FC1=CC=C(C=C1)C1=C(C=C2C(=NC(N3C2=C1SC[C@H](C3)OCCOC)=O)N3CCNCC3)C(F)(F)F (S)-11-(4-fluorophenyl)-3-(2-methoxyethoxy)-8-(piperazin-1-yl)-10-(trifluoromethyl)-3,4-dihydro-2H,6H-[1,4]thiazepino[2,3,4-ij]quinazolin-6-one